[C@H]12CC(C[C@@H]2C1)OC1=NC(=NC=C1C(=O)N[C@H](\C=C\S(=O)(=O)C)C1CC1)C(C)(F)F 4-(((1R,3r,5S)-bicyclo[3.1.0]hexan-3-yl)oxy)-N-((S,E)-1-cyclopropyl-3-(methylsulfonyl)allyl)-2-(1,1-difluoroethyl)pyrimidine-5-carboxamide